C(CCCC)(=O)O.C1=CC=CC=C1 benzene valerate